5-amino-6-(3-methylimidazo[4,5-c]pyridin-7-yl)-3-(4-morpholinoanilino)pyrazine-2-carboxamide NC=1N=C(C(=NC1C=1C2=C(C=NC1)N(C=N2)C)C(=O)N)NC2=CC=C(C=C2)N2CCOCC2